FC1=CC=C(C=C1)N1N=CC2=C(C(=CC=C12)N1C[C@H](N(CC1)S(=O)(=O)C=1C=NN(C1)CCC)C)C (R)-1-(4-fluorophenyl)-4-methyl-5-(3-methyl-4-((1-propyl-1H-pyrazol-4-yl)sulfonyl)piperazin-1-yl)-1H-indazole